N-(2-chloro-6-fluoro-phenyl)-6-(7,8-dimethyl-[1,2,4]triazolo[4,3-b]pyridazin-6-yl)-7,8-dihydro-5H-1,6-naphthyridin-3-amine ClC1=C(C(=CC=C1)F)NC=1C=NC=2CCN(CC2C1)C=1C(=C(C=2N(N1)C=NN2)C)C